FC(C1=NN(C(=C1)C)C1=NC(=CC=C1C(C)=O)N1C=NC2=C1C=CC(=C2)NC=2N=NC(=CC2)C)F 1-[2-[3-(difluoromethyl)-5-methyl-pyrazol-1-yl]-6-[5-[(6-methylpyridazin-3-yl)amino]benzimidazol-1-yl]-3-pyridyl]ethanone